fmoc-4-[2-(Boc-amino)ethoxy]-L-phenylalanine C(=O)(OCC1C2=CC=CC=C2C2=CC=CC=C12)N[C@@H](CC1=CC=C(C=C1)OCCNC(=O)OC(C)(C)C)C(=O)O